OCN1C(C(CCC1=O)N1C(C2=CC=C(C=C2C1)OC[C@H]1NCCCC1)=O)=O 1-(hydroxymethyl)-3-(1-oxo-5-(((S)-piperidin-2-yl)methoxy)isoindolin-2-yl)piperidine-2,6-dione